(3R)-N-{7-methoxy-6-[3-(pyrrolidin-1-yl)propoxy]-1H,2H,3H-cyclopenta[b]quinolin-9-yl}-1-methylpyrrolidin-3-amine COC1=CC=2C(=C3C(=NC2C=C1OCCCN1CCCC1)CCC3)N[C@H]3CN(CC3)C